(1R,2R)-2-(8-methoxy-1H-[1,2,3]triazolo[4,5-H]quinazolin-1-yl)-1-methylcyclopentan-1-ol COC1=NC=2C3=C(C=CC2C=N1)N=NN3[C@H]3[C@@](CCC3)(O)C